2-chloro-N-(3-(5-chlorobenzo[d]oxazol-2-yl)-2-methylphenyl)-3-nitrobenzamide ClC1=C(C(=O)NC2=C(C(=CC=C2)C=2OC3=C(N2)C=C(C=C3)Cl)C)C=CC=C1[N+](=O)[O-]